S(N)(OC[C@H]1OC(O[C@@H]1C1=CC=CC=C1)(CC)CC)(=O)=O ((4R,5R)-5-phenyl-2,2-diethyl-1,3-dioxolan-4-yl)methyl sulfamate